C(C)(=O)NCCNC(=O)C1=CN(CCS1)C1=C2NC=NC2=NC=N1 N-(2-acetamidoethyl)-4-(7H-purin-6-yl)-3,4-dihydro-2H-1,4-thiazine-6-carboxamide